CC=1C=C(C=C(C1)N)N 5-methyl-1,3-diaminobenzene